9-carbonyl-octadecanedioic acid C(=O)=C(CCCCCCCC(=O)O)CCCCCCCCC(=O)O